5-[(3R,5S)-4-(tert-butoxycarbonyl)-3,5-dimethylpiperazin-1-yl]-3-methoxycinnoline-8-carboxylic acid methyl ester COC(=O)C=1C=CC(=C2C=C(N=NC12)OC)N1C[C@H](N([C@H](C1)C)C(=O)OC(C)(C)C)C